FC1(CN(CC1)[C@H](C1=CSC2=C1N=C(N=C2N2C(COCC2)C)C2=C1C(=NC=C2)NC=C1)C(=O)[C@H](N1CC(CC1)(F)F)C1=CSC2=C1N=C(N=C2N2C(COCC2)C)C2=C1C(=NC=C2)NC=C1)F (R)-(3,3-difluoropyrrolidin-1-yl)(4-(3-methylmorpholinyl)-2-(1H-pyrrolo[2,3-b]pyridin-4-yl)thieno[3,2-d]pyrimidin-7-yl)methylketone